4-((3-(3-fluoro-4-methoxyphenyl)imidazo[1,2-a]pyrazin-8-yl)amino)-2-methyl-N-((tetrahydro-2H-pyran-3-yl)methyl)benzamide FC=1C=C(C=CC1OC)C1=CN=C2N1C=CN=C2NC2=CC(=C(C(=O)NCC1COCCC1)C=C2)C